6-iodo-1,4-dimethyl-4,6,7,8-tetrahydropyrazolo[4,3-b]azepin-5(1H)-one IC1CCC2=C(N(C1=O)C)C=NN2C